tellurium silicate [Si]([O-])([O-])([O-])[O-].[Te+4]